methyl (1S,2S)-2-((4-(5-formyl-1-methyl-1H-1,2,3-triazol-4-yl)phenyl)carbamoyl)cyclohexane-1-carboxylate C(=O)C1=C(N=NN1C)C1=CC=C(C=C1)NC(=O)[C@@H]1[C@H](CCCC1)C(=O)OC